1-Methyl-3-[(E)-2-nitrovinyl]-5-(trifluoromethyl)pyrazole CN1N=C(C=C1C(F)(F)F)\C=C\[N+](=O)[O-]